CN(CCC(=O)N1C2CN(CC1CC2)C2=NC=C(C#N)C=C2)C2CCC=1C2=NNC(C1C(F)(F)F)=O 6-(8-(3-(methyl-(3-oxo-4-(trifluoromethyl)-3,5,6,7-tetrahydro-2H-cyclopenta[c]pyridazin-7-yl)amino)propionyl)-3,8-diazabicyclo[3.2.1]oct-3-yl)nicotinonitrile